Pyridine-2-carboxylic acid {(E)-2-[5-(3,4-dichlorophenyl)furan-2-yl]vinyl}-amide ClC=1C=C(C=CC1Cl)C1=CC=C(O1)/C=C/NC(=O)C1=NC=CC=C1